ClC=1C=C(C=CC1F)N1CC(C=2C1=NC=CN2)(C)C 5-(3-chloro-4-fluorophenyl)-7,7-dimethyl-6,7-dihydro-5H-pyrrolo[2,3-b]pyrazine